BrC1=CC=C2C=C(C(=NC2=C1)NCC1=C(C=C(C=C1)OC)OC)F 7-bromo-N-(2,4-dimethoxybenzyl)-3-fluoroquinolin-2-amine